C(C)(C)(C)OC(N[C@@H]1CC[C@H](CC1)N(C(=O)NCC(C)(C)O)C1=NC=C(N=C1)C=1C=NC(=NC1)OC)=O (trans-4-(3-(2-hydroxy-2-methylpropyl)-1-(5-(2-methoxypyrimidin-5-yl)pyrazin-2-yl)ureido)cyclohexyl)carbamic acid tert-butyl ester